4-(tetrahydro-2H-pyran-4-yl)-1,4-diazepan O1CCC(CC1)N1CCNCCC1